2-(6-(3,5-Difluoro-6-((1-methyl-1H-indazol-5-yl)methoxy)pyridin-2-yl)-6-azaspiro[2.5]octan-1-yl)-1-((S)-oxetan-2-ylmethyl)-1H-benzo[d]imidazole-6-carboxylic acid methyl ester COC(=O)C=1C=CC2=C(N(C(=N2)C2CC23CCN(CC3)C3=NC(=C(C=C3F)F)OCC=3C=C2C=NN(C2=CC3)C)C[C@H]3OCC3)C1